(Z)-1,3-bis(1-(2-(2-propoxyethoxy)ethoxy)prop-1-en-2-yl)benzene C(CC)OCCOCCOC=C(C)C1=CC(=CC=C1)\C(=C/OCCOCCOCCC)\C